tert-butyl (3S,4S)-3-(hexylcarbamoyl)-4-octylpyrrolidine-1-carboxylate C(CCCCC)NC(=O)[C@@H]1CN(C[C@H]1CCCCCCCC)C(=O)OC(C)(C)C